BrF bromo-fluorine